1-(fluorosulfonyl)-3-methyl-1H-imidazole FS(=O)(=O)N1CN(C=C1)C